N-[4-(Chlorodifluoromethoxy)phenyl]-1-methyl-6-oxo-5-(pyrimidin-5-yl)-1,6-dihydropyridine-3-carboxamide ClC(OC1=CC=C(C=C1)NC(=O)C1=CN(C(C(=C1)C=1C=NC=NC1)=O)C)(F)F